4-chloro-1-(3-((4-methylpiperazin-1-yl)methyl)benzyl)-1H-imidazo[4,5-c]quinolin-2(3H)-one ClC1=NC=2C=CC=CC2C2=C1NC(N2CC2=CC(=CC=C2)CN2CCN(CC2)C)=O